5-amino-3-(2-(4-(2,4-difluoro-5-(1-oxidothio-morpholino)phenyl)piperazin-1-yl)ethyl)-8-(furan-2-yl)thiazolo[5,4-e][1,2,4]triazolo[1,5-c]pyrimidin-2(3H)-one NC1=NC2=C(C=3N1N=C(N3)C=3OC=CC3)SC(N2CCN2CCN(CC2)C2=C(C=C(C(=C2)N2CCS(CC2)=O)F)F)=O